BrCC#CCNC(OC(C)(C)C)=O tert-butyl (4-bromobut-2-yn-1-yl)carbamate